C(C)(C)(C)OC(NCC1=NN(C2=NC=CC(=C21)C2=NN(N=C2)C2OCCCC2)C2=CC=C(C=C2)OC(F)(F)F)=O ((4-(2-(tetrahydro-2H-pyran-2-yl)-2H-1,2,3-triazol-4-yl)-1-(4-(trifluoromethoxy)phenyl)-1H-pyrazolo[3,4-b]pyridin-3-yl)methyl)carbamic acid tert-butyl ester